N-(4-bromo-2-nitrophenyl)-3-azabicyclo[3.2.1]octan-1-amine BrC1=CC(=C(C=C1)NC12CNCC(CC1)C2)[N+](=O)[O-]